CC=1[C@H](C[C@H]([C@@H](C1)C=1C(=CC(=CC1O)C1=CC(=NC=C1)C(F)(F)F)O)C(=C)C)O (1'R,2'R,4'S)-5'-methyl-2'-(prop-1-en-2-yl)-4-(2-(trifluoromethyl)pyridin-4-yl)-1',2',3',4'-tetrahydro-[1,1'-biphenyl]-2,4',6-triol